Dihydroxylethylene OC=CO